C(CC)N(CCC)CCCCNCCCCN(CCC)CCC bis[4-(N,N-dipropylamino)butyl]amine